COC(C(=C)C)=O.C=CC1=CC=CC=C1 styrene (methyl)methacrylate